(1-((4-((2-(5-(2-(diisopropylcarbamoyl)-4-fluorophenoxy)pyrimidin-4-yl)-2,7-diAzaspiro[3.5]nonan-7-yl)methyl)piperidin-1-yl)sulfonyl)azetidin-3-yl)carbamate C(C)(C)N(C(=O)C1=C(OC=2C(=NC=NC2)N2CC3(C2)CCN(CC3)CC3CCN(CC3)S(=O)(=O)N3CC(C3)NC([O-])=O)C=CC(=C1)F)C(C)C